BrC1=C(C=C2C(=NC(=NC2=C1)C)N[C@H](C)C1=C(C(=CC=C1)C(F)(F)F)C)N[C@@H]1COCC1 7-bromo-2-methyl-N4-((R)-1-(2-methyl-3-(trifluoromethyl)phenyl)ethyl)-N6-((S)-tetrahydrofuran-3-yl)quinazoline-4,6-diamine